C(CC=CC=C)C1=CC=CC=C1 hexa-3,5-dienylbenzene